(E)-N,N-diethyl-3-(4-nitrophenoxy)prop-1-en-1-amine oxide C(C)[N+](\C=C\COC1=CC=C(C=C1)[N+](=O)[O-])(CC)[O-]